COC=1C=C(C=C2C(=NC=NC12)NCC1=CC(N(C=C1)C)=O)C=1SC(=CN1)C 4-(((8-methoxy-6-(5-methylthiazol-2-yl)quinazolin-4-yl)amino)methyl)-1-methylpyridin-2(1H)-one